Benzyl (2R)-2-(hydroxymethyl)morpholine-4-carboxylate OC[C@H]1CN(CCO1)C(=O)OCC1=CC=CC=C1